(2,2-dimethyl-1,3-dioxolan-4-yl)-4-nitro-pyridine CC1(OCC(O1)C1=NC=CC(=C1)[N+](=O)[O-])C